COC=1C=C2C(=C(C=NC2=CC1)C(=O)N1CCN(CC1)C(=O)C=1C=NN(C1)C)N1CCC2(OCCO2)CC1 (6-Methoxy-4-(1,4-dioxa-8-azaspiro[4.5]decan-8-yl)quinolin-3-yl)(4-(1-methyl-1H-pyrazole-4-carbonyl)piperazin-1-yl)methanone